FC1=C(CC=2NC(=NN2)C(=O)NC2=NC=CC(=C2)C2=C(C=CC(=C2)OCCCC(C)(C)O)C)C(=CC=C1F)F 5-(2,3,6-trifluorobenzyl)-N-(4-(5-((4-hydroxy-4-methylpentyl)oxy)-2-methylphenyl)pyridin-2-yl)-4H-1,2,4-triazole-3-carboxamide